2H-1-Benzopyran-7-ol O1CC=CC2=C1C=C(C=C2)O